C(C=C)(=O)N1C(CN(CC1)S(=O)(=O)C)C=1C=C(C=C(C1)Cl)C1=CC(=NC=C1)NC(C)=O N-(4-(3-(1-acryloyl-4-(methylsulfonyl)piperazin-2-yl)-5-chlorophenyl)pyridin-2-yl)acetamide